4-dodecylsulfonyl-2,5-bis(trifluoromethyl)oxazole C(CCCCCCCCCCC)S(=O)(=O)C=1N=C(OC1C(F)(F)F)C(F)(F)F